C(\C=C/CCCC)=O Z-2-heptenal